(6-bromo-2-chloro-quinazolin-4-yl)-[1-(3-nitro-5-trifluoromethyl-phenyl)-ethyl]-amine BrC=1C=C2C(=NC(=NC2=CC1)Cl)NC(C)C1=CC(=CC(=C1)C(F)(F)F)[N+](=O)[O-]